N-((2-fluoro-4-((7-methoxy-2-methyl-1H-imidazo[4,5-c][1,8]naphthyridin-1-yl)methyl)-phenyl)sulfonyl)acetamide FC1=C(C=CC(=C1)CN1C(=NC=2C=NC=3N=C(C=CC3C21)OC)C)S(=O)(=O)NC(C)=O